CC1CC(C(CC1)C=CCCCCC(C)C)C(C(=O)O)=O.C1(CC2C(CC1)O2)C(=O)OC2CC(CC(C2)OC(=O)C2CC1C(CC2)O1)OC(=O)C1CC2C(CC1)O2 1,3,5-tris(3,4-epoxycyclohexanecarbonyloxy)cyclohexane 3,7-dimethyl-6-octenyl-2-cyclohexyl-2-oxoacetate